OC1=CC(=C(CNC(COC(\C=C(\CCC=C(C)C)/C)=O)=O)C=C1OC)I 3,7-dimethylocta-2,6-dienoic acid (E)-2-((4-hydroxy-2-iodo-5-methoxybenzyl) amino)-2-oxoethyl ester